octaethyleneglycol monon-dodecyl ether C(CCCCCCCCCCC)OCCOCCOCCOCCOCCOCCOCCOCCO